C1(CC1)CC1=NN=C2N1C1=C(C(=C(C=C1NC2(C)C)F)C=2C=CC=C1C=CNC21)F 1-(Cyclopropyl-methyl)-7,9-difluoro-8-(1H-indol-7-yl)-4,4-dimethyl-5H-[1,2,4]triazolo[4,3-a]quinoxaline